CC1(OB(OC1(C)C)C1=C(C(=O)O)C=CC=C1)C (4,4,5,5-tetramethyl-1,3,2-dioxaborolan-2-yl)benzoic acid